C(=O)C1=NC2=C(C=CC=C2C=C1)NC(OC(C)(C)C)=O tert-Butyl (2-formylquinolin-8-yl)carbamate